FC=1C=C(C=CC1)S(=O)(=O)N1C2CN(CC1CC2)C(=O)C2=CN=NN2[Na] 5-({8-[(3-fluorophenyl)sulfonyl]-3,8-diazabicyclo[3.2.1]oct-3-yl}carbonyl)-1,2,3-triazol-1-yl-sodium